The molecule is a tetrachlorophenol in which the chlorines are located at positions 2, 3, 4, and 6. It has a role as a xenobiotic metabolite. C1=C(C(=C(C(=C1Cl)Cl)Cl)O)Cl